tert-butyl (R)-4-(6-cyano-2'-ethoxy-[2,3'-bipyridin]-5-yl)-3-ethylpiperazine-1-carboxylate C(#N)C1=C(C=CC(=N1)C=1C(=NC=CC1)OCC)N1[C@@H](CN(CC1)C(=O)OC(C)(C)C)CC